3-([1,1'-biphenyl]-4-yl-(methoxy)methyl)-4-bromo-2,5-dimethylthiophene C1(=CC=C(C=C1)C(C1=C(SC(=C1Br)C)C)OC)C1=CC=CC=C1